O=C1N(CC2=CC=C(C=C12)O[C@@H]1CN(CC1)CC=1C=C2C=CC=NC2=CC1)C1C(NC(CC1)=O)=O 3-(1-Oxo-6-(((S)-1-(quinolin-6-ylmethyl)pyrrolidin-3-yl)oxy)isoindolin-2-yl)-piperidine-2,6-dione